N-(4,4-difluorocyclohexyl)-5-(3-(difluoromethyl)imidazo[1,2-a]pyridin-6-yl)-7H-pyrrolo[2,3-d]pyrimidin-2-amine FC1(CCC(CC1)NC=1N=CC2=C(N1)NC=C2C=2C=CC=1N(C2)C(=CN1)C(F)F)F